(2R,4S)-5,5-dihydroxy-9-{1-[(4R)-4-hydroxy-L-prolyl]azetidin-3-yl}oxy-6-oxa-5-boranuidatricyclo[5.4.0.02,4]undeca-1(11),7,9-triene-8-carboxylic acid disodium salt [Na+].[Na+].O[B-]1([C@H]2C[C@H]2C2=CC=C(C(=C2O1)C(=O)O)OC1CN(C1)C([C@H]1NC[C@@H](C1)O)=O)O.O[B-]1([C@H]2C[C@H]2C2=CC=C(C(=C2O1)C(=O)O)OC1CN(C1)C([C@H]1NC[C@@H](C1)O)=O)O